C(C)OC1CC(C1)N1N=C(C(=C1)NC(=O)C=1N=C(SC1)C=1C(=NNC1)C(F)(F)F)C1=NC=CC=C1 N-(1-((1s,3s)-3-ethoxycyclobutyl)-3-(pyridin-2-yl)-1H-pyrazol-4-yl)-2-(3-(trifluoromethyl)-1H-pyrazol-4-yl)thiazole-4-carboxamide